trisilyl borate B(O[SiH3])(O[SiH3])O[SiH3]